C(C)(C)(C)OC(=O)C1(CC1)CCCCCBr 1-(5-bromopentyl)cyclopropane-1-carboxylic acid tert-butyl ester